C(C)(C)(C)N1N=CC(=C1C(=O)NO)C(C1=CC(=CC=C1)Cl)=O 1-(tert-butyl)-4-(3-chlorobenzoyl)-N-hydroxy-1H-pyrazole-5-carboxamide